ClC=1C(=C(C=CC1)C(CC)N(C1CC1)CC(=O)N)F ((1-(3-chloro-2-fluorophenyl)propyl)(cyclopropyl)amino)acetamide